4-(8-((3-methoxy-1-methyl-1H-pyrazol-5-yl)sulfonyl)-8-azaspiro[4.5]dec-2-yl)morpholine COC1=NN(C(=C1)S(=O)(=O)N1CCC2(CCC(C2)N2CCOCC2)CC1)C